Cl.FC1=CC2=C(N=CN=C2NC2=CC(=C(C=C2)OC2CCNCC2)C)C=N1 6-fluoro-N-[3-methyl-4-(piperidin-4-yloxy)phenyl]pyrido[3,4-d]pyrimidin-4-amine hydrochloride